(2R)-N-[2-(1-benzylpiperidin-4-yl)ethyl]-4-(5-cyanopyridin-3-yl)-2-methylpiperazine-1-carboxamide C(C1=CC=CC=C1)N1CCC(CC1)CCNC(=O)N1[C@@H](CN(CC1)C=1C=NC=C(C1)C#N)C